(3S)-3-[(2S)-2-[(2E)-2-(aminomethylidene)-2-(methylcarbamoyl)acetamido]-4-methylpentanamido]-3-{4,5-difluoro-2',6'-dimethyl-[1,1'-biphenyl]-3-yl}propanoate lithium [Li+].N\C=C(\C(=O)N[C@H](C(=O)N[C@@H](CC(=O)[O-])C=1C=C(C=C(C1F)F)C1=C(C=CC=C1C)C)CC(C)C)/C(NC)=O